1-methylimino-2,4-dihydroxybenzene CN=C1C(C=C(C=C1)O)O